1-bromo-4-fluoro-2-iodo-benzene BrC1=C(C=C(C=C1)F)I